5-((6-Fluoropyridin-2-yl)amino)-6-(4-methoxyphenyl)-2,3-diphenylpyrazolo[1,5-a]pyrimidin-7(4H)-one FC1=CC=CC(=N1)NC=1NC=2N(C(C1C1=CC=C(C=C1)OC)=O)N=C(C2C2=CC=CC=C2)C2=CC=CC=C2